OC[C@H]1N(C\C(\C1)=N/OC)C(=O)C1=CC(=C(C=N1)C=1C(=C(C#N)C=CC1)C)OC 3-(6-[(2S,4Z)-2-(Hydroxymethyl)-4-(methoxyimino)pyrrolidine-1-carbonyl]-4-methoxypyridin-3-yl)-2-methylbenzonitrile